CN(NC(NN)=NCC(=O)O)C 2-[[(2,2-dimethylhydrazin-1-yl)(hydrazinyl)methylidene]amino]acetic acid